F[C@@H]1CC2=C(C=3CCCC3C(=C2C1)NC(=O)N=[S@](=O)(N)C=1C=NN2C1OCC(C2)(C)C)F (R)-N'-(((S)-2,8-difluoro-1,2,3,5,6,7-hexahydro-s-indacen-4-yl)carbamoyl)-6,6-dimethyl-6,7-dihydro-5H-pyrazolo[5,1-b][1,3]oxazine-3-sulfonimidamide